6-chloro-5-(4-((3-ethyl-6-fluoro-2,4-dioxo-1,2,3,4-tetrahydroquinazolin-7-yl)methyl)piperazin-1-yl)-N-methylpicolinamide ClC1=C(C=CC(=N1)C(=O)NC)N1CCN(CC1)CC1=C(C=C2C(N(C(NC2=C1)=O)CC)=O)F